C(C)(C)(C)OC(=O)N1CCC(CC1)\C=C\CO 4-[(1E)-3-hydroxyprop-1-en-1-yl]piperidine-1-carboxylic acid tert-butyl ester